O1CNC(C2=C1N=CN=C2)=O dihydro-4H-pyrimido[5,4-e][1,3]oxazin-4-one